N4-(thiazol-4-ylmethyl)terephthalamide S1C=NC(=C1)CNC(C1=CC=C(C(=O)N)C=C1)=O